methyl 5-(7-bromo-4-(dimethylamino)-2-oxoquinazolin-1(2H)-yl)-1-methyl-1H-pyrazole-3-carboxylate BrC1=CC=C2C(=NC(N(C2=C1)C1=CC(=NN1C)C(=O)OC)=O)N(C)C